benzyl (S)-7-(cyanomethyl)-1,4-oxazepan-4-carboxylate C(#N)C[C@@H]1CCN(CCO1)C(=O)OCC1=CC=CC=C1